5-(6-chloroquinoline-2-yl)indoline-2-one ClC=1C=C2C=CC(=NC2=CC1)C=1C=C2CC(NC2=CC1)=O